2-(2-methylphenyl)-6-((pyridin-4-yloxy)methyl)imidazo[1,2-b][1,2,4]triazine CC1=C(C=CC=C1)C=1C=NC=2N(N1)C=C(N2)COC2=CC=NC=C2